2-[4-chloro-5-fluoro-2-(methoxymethoxy)phenyl]-4,4,5,5-tetramethyl-1,3,2-dioxaborolane ClC1=CC(=C(C=C1F)B1OC(C(O1)(C)C)(C)C)OCOC